racemic-isoxazolinebenzoic acid O1N=C(CC1)C1=CC=CC=C1C(=O)O